(1E)-camphor oxime C12(C(CC(CC1)C2(C)C)=NO)C